OC1=C(C=C(C=C1C)C=1NC(C=2C(=CC(=NC2C1)OC)OC)=O)C 7-(4-hydroxy-3,5-dimethylphenyl)-2,4-dimethoxy-1,6-naphthyridin-5(6H)-one